N1(C=NC2=C1C=CC=C2)CC(=O)N(CC2=CC(=CC=C2)Cl)C2=CC=C(C(=O)NC)C=C2 4-(2-(1H-benzo[d]imidazol-1-yl)-N-(3-chlorobenzyl)acetamido)-N-methylbenzamide